[C@@H]1(C[C@H](O)[C@@H](CO)O1)N1C(=O)NC(=S)C=C1 4-thio-2'-deoxyuridine